NC1CN(C1)S(=O)(=O)C 3-amino-1-(methanesulfonyl)azetidine